C(C=C)C1=C(C(=CC=C1)C(C)C)N1C(N=C(C2=C1N=C(C(=C2)Cl)C2=C(C=CC=C2)CC=C)N2C[C@H](N(C[C@@H]2C)C(=O)OC(C)(C)C)C)=O (P)-tert-Butyl (2R,5S)-4-(1-(2-allyl-6-isopropylphenyl)-7-(2-allylphenyl)-6-chloro-2-oxo-1,2-dihydropyrido[2,3-d]pyrimidin-4-yl)-2,5-dimethylpiperazine-1-carboxylate